C(C)S(=O)(=O)N1CCN(CC1)C=1C=C2C3=C(N(C2=CC1OC)C)C(=NC=C3)C 6-(4-(ethylsulfonyl)piperazin-1-yl)-7-methoxy-1,9-dimethyl-9H-pyrido[3,4-b]indole